FC=1C=C(C=CC1)C[C@@H](C(N[C@@H](C[C@H]1C(NCC1)=O)C(COC1=C(C(=CC(=C1F)F)F)F)=O)=O)N1C(=CC2=CC=CC=C12)C(=O)N ((s)-3-(3-Fluorophenyl)-1-oxo-1-(((s)-3-oxo-1-((s)-2-oxopyrrolidin-3-yl)-4-(2,3,5,6-tetrafluorophenoxy)butan-2-yl)amino)propan-2-yl)-1H-indole-2-carboxamide